N-[5-[5-cyano-2-[[(3R)-pyrrolidin-3-yl]methoxy]phenyl]pyrazolo[1,5-a]pyridin-2-yl]cyclopropanecarboxamide C(#N)C=1C=CC(=C(C1)C1=CC=2N(C=C1)N=C(C2)NC(=O)C2CC2)OC[C@H]2CNCC2